C(C1=CC=CC=C1)OC1=C(C(=C2C[C@@H](N(C2=C1)C(=O)OC(C)(C)C)CN(CC1CCC1)C(=O)OC(C)(C)C)F)N1S(NC(C1)=O)(=O)=O tert-butyl (2R)-6-(benzyloxy)-2-{[(tert-butoxycarbonyl)(cyclobutylmethyl)amino]methyl}-4-fluoro-5-(1,1,4-trioxo-1λ6,2,5-thiadiazolidin-2-yl)-2,3-dihydro-1H-indole-1-carboxylate